C(C)(C)(C)C1=CC=C(C(=O)C2C3=C(SC2(C)CC2=COC4=CC=CC=C4C2=O)C=CC=C3)C=C1 3-((3-(4-(tert-butyl)benzoyl)-2-methyl-2,3-dihydrobenzo[b]thiophen-2-yl)methyl)-4H-chromen-4-one